C1(=CC=CC=C1)C=1N=C2N(C=C(C=C2C2=C(N)C=CC=C2)C2=CC=CC=C2)C1 2-(2,6-diphenylimidazo[1,2-a]pyridin-8-yl)aniline